2-[(2-methyl-2-azabicyclo[2.2.2]octan-4-yl)amino]oxazolo[4,5-b]pyridin CN1C2CCC(C1)(CC2)NC=2OC=1C(=NC=CC1)N2